OC1CCC(CC1)NC(=O)NC1=CC(=CC=C1)N1C(OCC1)=O (4-hydroxycyclohexyl)-3-(3-(2-oxooxazolidin-3-yl)phenyl)urea